N-(5-(2-(3-((6-(4-ethylpiperazin-1-yl)-2-methylpyrimidin-4-yl)amino)-1H-pyrazol-5-yl)ethyl)-2-fluorophenyl)-3-(trifluoromethyl)benzamide C(C)N1CCN(CC1)C1=CC(=NC(=N1)C)NC1=NNC(=C1)CCC=1C=CC(=C(C1)NC(C1=CC(=CC=C1)C(F)(F)F)=O)F